NC=1C=2N(C3=CC(=C(C=C3N1)Cl)C(=O)N1C(COCC1)C1=CC=C(C=C1)C(F)(F)F)C=NC2 (4-amino-7-chloroimidazo[1,5-a]quinoxalin-8-yl)(3-(4-(trifluoromethyl)phenyl)morpholino)methanone